CN(C1=NC=C(C=C1)C1=CN=C2C(=N1)N(C=N2)C(C)C=2C=C1C=CC=NC1=CC2)C N,N-dimethyl-5-(1-(1-(quinolin-6-yl)ethyl)-1H-imidazo[4,5-b]pyrazin-6-yl)pyridin-2-amine